(+-)-trans-N-[8-amino-6-(3-ethyl-1-methyl-6-oxo-2-pyridinyl)-3-isoquinolinyl]-2-cyano-cyclopropanecarboxamide NC=1C=C(C=C2C=C(N=CC12)NC(=O)[C@H]1[C@@H](C1)C#N)C=1N(C(C=CC1CC)=O)C |r|